ethyl 6-hydroxy-4-[(piperidin-1-yl)carbonyl]quinoline-2-carboxylate OC=1C=C2C(=CC(=NC2=CC1)C(=O)OCC)C(=O)N1CCCCC1